(R)-isoxazoline-4-ol hydrochloride Cl.O1N=C[C@H](C1)O